CC(C(=O)NCC=1SC(=NN1)C=1N(C2=CC=CC(=C2C1)NC1CCN(CC1)C)CC(F)(F)F)C 2-methyl-N-[(5-{4-[(1-methylpiperidin-4-yl)amino]-1-(2,2,2-trifluoroethyl)-1H-indol-2-yl}-1,3,4-thiadiazol-2-yl)methyl]propanamide